(cis)-Methyl 6-(3-aminocyclobutyl)-4-(2-chloro-4-fluorophenyl)-2-(thiazol-2-yl)-1,4-dihydropyrimidine-5-carboxylate N[C@H]1C[C@H](C1)C1=C(C(N=C(N1)C=1SC=CN1)C1=C(C=C(C=C1)F)Cl)C(=O)OC